N-benzyl-2-{[(4-methyl-1-piperidinyl)acetyl]amino}-4,5,6,7-tetrahydro-1-benzothiophene-3-carboxamide C(C1=CC=CC=C1)NC(=O)C1=C(SC2=C1CCCC2)NC(CN2CCC(CC2)C)=O